COC1(C(N(C2=C1C=C1C(=NN=C(C1=C2)C)N[C@H](C)C2=C(C(=CC=C2)C(C(C)(C)O)(F)F)F)C)=O)C 3-methoxy-1,3,8-trimethyl-5-[[(1R)-1-[3-(1,1-difluoro-2-hydroxy-2-methyl-propyl)-2-fluoro-phenyl]ethyl]amino]pyrrolo[3,2-g]phthalazin-2-one